5-Amino-2-(3-phenylpropyl)oxazole-4-carbonitrile NC1=C(N=C(O1)CCCC1=CC=CC=C1)C#N